CCCCCCCCCCCCCC/C=C/[C@H]([C@H](CO)N)O C19-Sphingosine